1-((3-bromophenyl)sulfonyl)propan-2-one BrC=1C=C(C=CC1)S(=O)(=O)CC(C)=O